CC(CC(O)C1=CC=CC=C1)C=C 3-methyl-1-phenylpent-4-en-1-ol